C(C=C)(=O)NC1=CC=C(C(=O)O)C=C1 4-acrylamidobenzoic acid